1-(tertButyl) 2-ethyl 2-((R)-3-chloro-2-hydroxypropyl)-3-methylenepyrrolidine-1,2-dicarboxylate ClC[C@@H](CC1(N(CCC1=C)C(=O)OC(C)(C)C)C(=O)OCC)O